CN(C(C(=O)NCCCCC)CC1=CC=CC=C1)C 2-(dimethylamino)-N-pentyl-3-phenyl-propanamide